11,12-dihydroxy-eicosatetraenoic acid CCCCCCCCC(C(CC=CC=CC=CC=CC(=O)O)O)O